COC(C(C)(C)N1N=CC(=N1)S(N(CC1=CC=C(C=C1)OC)CC1=CC=C(C=C1)OC)(=O)=O)=O 2-(4-(N,N-bis(4-methoxybenzyl)sulfamoyl)-2H-1,2,3-triazol-2-yl)-2-methylpropionic acid methyl ester